6-(1H-pyrazol-4-yl)-4-(4-(pyridin-2-yl)piperazin-1-yl)pyrido[3,2-d]pyrimidine N1N=CC(=C1)C=1C=CC=2N=CN=C(C2N1)N1CCN(CC1)C1=NC=CC=C1